N-(6-(3-chlorobenzyl)pyridazin-3-yl)-1-ethyl-6-oxo-1,6-dihydropyridazine-3-carboxamide ClC=1C=C(CC2=CC=C(N=N2)NC(=O)C2=NN(C(C=C2)=O)CC)C=CC1